1,1-bis(t-butyl-peroxy)cyclododecane C(C)(C)(C)OOC1(CCCCCCCCCCC1)OOC(C)(C)C